N1=NC(=NN=C1)C=1C=C(CN(CC(=O)OC(C)(C)C)C(=O)OC(C)(C)C)C=C(C1)[Sn](C)(C)C tert-Butyl N-(3-(1,2,4,5-tetrazin-3-yl)-5-(trimethylstannyl)benzyl)-N-(tert-butoxycarbonyl)glycinate